ClC=1C=CC(=C(C1)NS(=O)(=O)C1=CC=C(C=C1)S(=O)(=O)N(C)C)N1CC(CCC1)O N1-(5-chloro-2-(3-hydroxypiperidin-1-yl)phenyl)-N4,N4-dimethylbenzene-1,4-disulfonamide